FC1=CC(=C(C=C1)NC(=O)C1(CC1)C(=O)N)OC 1-N'-(4-fluoro-2-methoxyphenyl)cyclopropane-1,1-dicarboxamide